CC(C)CCCC(CCCC(CCCC(CC)C)C)C 2,6,10,14-tetramethyl-hexadecane